CC1=CC(=NN1C=1C=C2C=CN(C2=CC1)CC1=CC=C(C=C1)C1CCN(CCC1)C)C(=O)N 5-methyl-1-(1-(4-(1-methylazepan-4-yl)benzyl)-1H-indol-5-yl)-1H-pyrazole-3-carboxamide